FC1=C(C=C(C=C1)N1C(=C(C2=CC(=CC=C12)O)C(=O)OCC)C1OCCC1)C ethyl 1-(4-fluoro-3-methylphenyl)-5-hydroxy-2-(tetrahydrofuran-2-yl)-1H-indole-3-carboxylate